C(C)(C)(C)OC(=O)N1CC2=CC=CC(=C2CC1)C1=CC(=C(C=C1)C(=O)OC)N1CCOCC1.ClC1=NC=C(C(=N1)Cl)CN1CCN(CC1)CCF 2,4-dichloro-5-((4-(2-fluoroethyl)piperazin-1-yl)methyl)pyrimidine tert-butyl-5-(4-methoxycarbonyl-3-morpholin-4-ylphenyl)-3,4-dihydro-1H-isoquinoline-2-carboxylate